1-[5-[3-cyano-6-[1-[4-(hydroxymethyl)cyclohexyl]pyrazol-4-yl]pyrazolo[1,5-a]pyrazin-4-yl]-2-pyridyl]-N-cyclobutyl-4-ethyl-piperidine-4-carboxamide C(#N)C=1C=NN2C1C(=NC(=C2)C=2C=NN(C2)C2CCC(CC2)CO)C=2C=CC(=NC2)N2CCC(CC2)(C(=O)NC2CCC2)CC